COC(=O)C1=CC2=C(OCO2)C(=C1)OS(=O)(=O)C(F)(F)F 7-(trifluoromethylsulfonyloxy)benzo[d][1,3]dioxolane-5-carboxylic acid methyl ester